C(C)(=O)N1[C@H](CCC1)C1=CC=2C(=NC=3C(=C(C(=CC3C2N1[C@H]1[C@H]2CN([C@@H]1C2)C(=O)OC(C)(C)C)C)Br)F)S(=O)C tert-butyl (1R,4R,5S)-5-(2-((R)-1-acetylpyrrolidin-2-yl)-7-bromo-6-fluoro-8-methyl-4-(methylsulfinyl)-1H-pyrrolo[3,2-c]quinolin-1-yl)-2-azabicyclo[2.1.1]hexane-2-carboxylate